F[C@@]1(NCCC1)C(=O)O 2-FLUORO-L-PROLINE